N-(2-cyclopropylprop-2-yl)-2-(pyridin-4-yl)pyrido[3,4-d]Pyrimidin-4-amine C1(CC1)C(C)(C)NC=1C2=C(N=C(N1)C1=CC=NC=C1)C=NC=C2